8-((2S,5R)-4-(1-(2,4-difluorophenyl)propyl)-2,5-dimethylpiperazin-1-yl)-5-methyl-6-oxo-5,6-dihydro-1,5-naphthyridine-2-carbonitrile FC1=C(C=CC(=C1)F)C(CC)N1C[C@@H](N(C[C@H]1C)C1=CC(N(C=2C=CC(=NC12)C#N)C)=O)C